C(C)(C)(C)C=1C=C(C(=CC1O)C)C(C)(C)C1=CC(=C(C=C1C)O)C(C)(C)C di(3-tert-butyl-6-methyl-4-hydroxyphenyl)propane